C(C=C)(=O)N1C[C@@H](CC1)N1C(N(C=2C=NC=CC21)C2=CC=C(C=C2)SC2=CC=CC=C2)=O (R)-1-(1-acryloylpyrrolidin-3-yl)-3-(4-(phenylthio)phenyl)-1H-imidazo[4,5-c]pyridin-2(3H)-one